tert-butyl (2-fluoro-3-hydroxypropyl)carbamate FC(CNC(OC(C)(C)C)=O)CO